2-(3-((4-(3-((2-((1S)-1-((tetrahydro-2H-pyran-2-yl)oxy)ethyl)-1H-imidazol-1-yl)methyl)isoxazol-5-yl)phenyl)ethynyl)phenoxy)acetonitrile O1C(CCCC1)O[C@@H](C)C=1N(C=CN1)CC1=NOC(=C1)C1=CC=C(C=C1)C#CC=1C=C(OCC#N)C=CC1